(S)-1-(5-((R)-3-methoxypiperidin-1-yl)pyridin-3-yl)-4-methyl-N-(3-(trifluoromethyl)phenyl)benzamide CO[C@H]1CN(CCC1)C=1C=C(C=NC1)[C@]1(C(=O)NC2=CC(=CC=C2)C(F)(F)F)CC=C(C=C1)C